C1(=CC=CC=C1)C1=C(C(=NN=N1)C1=C(C(=CC=2C3=CC=CC=C3CC12)C)C)C1=C(C=CC=2SC3=C(C21)C=CC=C3)C3=C(C=CC=C3)C3=CC=CC=C3 Phenyl[(biphenylyl)dibenzothiophenyl](dimethylfluorenyl)triazine